ClC=1C=C2CC(CC2=CC1)NC=1C=CC(=NC1)C(C(F)(F)F)N1C(C2(CC1)CCS(CC2)(=O)=O)=O 2-(1-(5-((5-Chloro-2,3-dihydro-1H-inden-2-yl)amino)pyridin-2-yl)-2,2,2-trifluoroethyl)-8-thia-2-azaspiro[4.5]decan-1-one 8,8-dioxide